NC(CNC1=NC(=C2C(=N1)N(N=C2)C)NCC2=C(C=C(C=C2)OC)OC)C2=CC=CC=C2 N6-(2-amino-2-phenyl-ethyl)-N4-[(2,4-dimethoxyphenyl)methyl]-1-methyl-pyrazolo[3,4-d]pyrimidine-4,6-diamine